COC1=CC=C(C(C2=CC=C(C=C2)OC)(C2=CC=CC=C2)OCC(COCCOCCOCCNC(CN2C(N=C3NC4=C(C=CC=C4OC3=C2)OCCN)=O)=O)O)C=C1 N-(2-(2-(2-(3-(4,4'-dimethoxytrityl)oxy-2-hydroxypropoxy)ethoxy)ethoxy)ethyl)-2-(9-(2-aminoethoxy)-1,3-diaza-2-oxophenoxazin-3-yl)acetamide